N-(4-but-2-ylphenyl)-4-methyl-N-[4-(7-methyl-9,9-dioctylfluoren-2-yl)phenyl]aniline CC(CC)C1=CC=C(C=C1)N(C1=CC=C(C=C1)C)C1=CC=C(C=C1)C1=CC=2C(C3=CC(=CC=C3C2C=C1)C)(CCCCCCCC)CCCCCCCC